tert-butyl (3S,5S)-3-fluoro-5-[[4-[2-methyl-4-[[4-(2-oxopyrrolidin-1-yl)-1-naphthyl]oxy]thiazol-5-yl]pyrimidin-2-yl]amino]piperidine-1-carboxylate F[C@@H]1CN(C[C@H](C1)NC1=NC=CC(=N1)C1=C(N=C(S1)C)OC1=CC=C(C2=CC=CC=C12)N1C(CCC1)=O)C(=O)OC(C)(C)C